4-chlorobenzyl (4-(1-(5-methoxy-6-methylnicotinamido)ethyl)phenyl)carbamate COC=1C(=NC=C(C(=O)NC(C)C2=CC=C(C=C2)NC(OCC2=CC=C(C=C2)Cl)=O)C1)C